(5-(3-(3,5-bis(trifluoromethyl)phenyl)-1H-1,2,4-triazol-1-yl)-1-phenyl-1H-1,2,3-triazol-4-yl)(phenyl)methanone FC(C=1C=C(C=C(C1)C(F)(F)F)C1=NN(C=N1)C1=C(N=NN1C1=CC=CC=C1)C(=O)C1=CC=CC=C1)(F)F